3-chloro-2-hydroxypropyl-sodium sulfate S(=O)(=O)(O)O.ClCC(C[Na])O